FC1=C(C(=CC(=C1)OC)F)C1=C(C(N(N1C)C1=NC(=CC(=C1)OC)OCC(CO)(C)CO)=O)NC(C1=CC=C(C=C1)OC(F)F)=O N-(5-(2,6-Difluoro-4-methoxyphenyl)-2-(6-(3-hydroxy-2-(hydroxymethyl)-2-methylpropoxy)-4-methoxypyridin-2-yl)-1-methyl-3-oxo-2,3-dihydro-1H-pyrazol-4-yl)-4-(difluoromethoxy)benzamide